ClC1=CC=C2C(=CNC2=C1C(F)F)S(=O)(=O)NC1=NC(=C(C=C1F)OCC(F)F)OC 6-Chloro-N-[5-(2,2-difluoroethoxy)-3-fluoro-6-methoxypyridin-2-yl]-7-(difluoromethyl)-1H-indol-3-sulfonamid